tert-butyl (S)-4-((4-(3-(2-(benzyloxy)-6-hydroxypyridin-3-yl)-1-methyl-1H-indazol-7-yl)piperazin-1-yl)methyl)-3,3-dimethylpiperidine-1-carboxylate C(C1=CC=CC=C1)OC1=NC(=CC=C1C1=NN(C2=C(C=CC=C12)N1CCN(CC1)C[C@@H]1C(CN(CC1)C(=O)OC(C)(C)C)(C)C)C)O